spiro[indoline-3,3'-pyrrolidine]-2-one N1CC2(CC1)C(NC1=CC=CC=C12)=O